FC(C1=CN=C(N1)C1=CC=C(C#N)C=C1)(F)F 4-(5-(trifluoromethyl)-1H-imidazol-2-yl)benzonitrile